C1(=CC=CC2=CC=CC=C12)C(C(C)O)(O)C1=CC=CC2=CC=CC=C12 dinaphthyl-1,2-propanediol